OC1=C(C(=O)OC)C=CC(=C1)C1NCCNC1 Methyl 2-hydroxy-4-(piperazin-2-yl)benzoate